C(C)OC(CC(C)C)=O ethyl-3-methylbutyrate